ClC1=C(C=2N=C(N=C(C2C(=N1)OC)N1CCC1)SC)F 1-(7-chloro-8-fluoro-5-methoxy-2-(methylthio)pyrido[4,3-d]pyrimidin-4-yl)azetidine